1,1-dipropyl-2-thiourea C(CC)N(C(=S)N)CCC